CN1C(=NC=C1)C1(NC(NC1=O)=O)CNC(=O)C1=NNC(=C1)C1=CC=CC=C1 N-[[4-(1-methylimidazol-2-yl)-2,5-dioxo-imidazolidin-4-yl]methyl]-5-phenyl-1H-pyrazole-3-carboxamide